m-Xylene-2-sulfonic acid C1(=C(C(=CC=C1)C)S(=O)(=O)O)C